3-Trimethoxysilylpropan-1-thiol CO[Si](CCCS)(OC)OC